4-((1S,3R)-3-((S)-3-oxo-5-phenyl-6,7-dihydro-3H-pyrrolo[2,1-c][1,2,4]triazol-2(5H)-yl)cyclobutyl)pyrazolo[1,5-a]pyridine-7-carbonitrile O=C1N2C(=NN1C1CC(C1)C=1C=3N(C(=CC1)C#N)N=CC3)CC[C@H]2C2=CC=CC=C2